C(C)C1SSC=C1 ethyl-1,2-dithiol